CN1N=NN=C1OC(N(C1CCC2=C(N(C=C21)C)C(NC2=CC(=C(C=C2)F)Cl)=O)C)=O (1-Methyl-1H-tetrazol-5-yl)methyl(1-((3-chloro-4-fluorophenyl)carbamoyl)-2-methyl-2,4,5,6-tetrahydrocyclopenta[c]pyrrol-4-yl)carbamate